ClC=1C=C(OC2=C3[C@@H]([C@H]([C@H](C3=C(C=C2)SC(F)(F)F)O)F)F)C=C(C1)F (1S,2S,3S)-4-(3-chloro-5-fluoro-phenoxy)-2,3-difluoro-7-(trifluoromethylsulfanyl)-indan-1-ol